6-chloro-4-(methylamino)pyridine-3-carbaldehyde ClC1=CC(=C(C=N1)C=O)NC